CC1=NOC(=C1)CN1[C@@H](CCN2C1=NC(=CC2=O)N2[C@@H](COCC2)C)C(F)(F)F (S)-9-(3-Methyl-isoxazol-5-ylmethyl)-2-((R)-3-methyl-morpholin-4-yl)-8-trifluoromethyl-6,7,8,9-tetrahydro-pyrimido[1,2-a]-pyrimidin-4-one